N1C(=CC2=CC=CC=C12)C1=NC2=C(C=C(C=C2C(N1C)=O)C)[C@@H](C)NS(=O)C(C)(C)C N-((R)-1-(2-(1H-indol-2-yl)-3,6-dimethyl-4-oxo-3,4-dihydroquinazolin-8-yl)ethyl)-2-methylpropane-2-sulfinamide